1-(2,2-dimethyltetrahydropyran-4-yl)ethanone CC1(OCCC(C1)C(C)=O)C